ClCCOCCOCC#C 3-(2-(2-chloroethoxy)ethoxy)prop-1-yne